C(C)(C)(C)OC(=O)N[C@@H](CC(=O)OCC)C=1C=C(C=CC1F)C1=C(C=C(C=C1C)C1CC1)CCCCC=C Ethyl (S)-3-((tert-butoxycarbonyl)amino)-3-(4'-cyclopropyl-4-fluoro-2'-(hex-5-en-1-yl)-6'-methyl-[1,1'-biphenyl]-3-yl)propanoate